C1(CC1)N(CC[C@@H](C(=O)O)NC(CC(CC)C1=CC=CC=C1)=O)CCCCC1=NC=2NCCCC2C=C1 (2S)-4-(cyclopropyl(4-(5,6,7,8-tetrahydro-1,8-naphthyridin-2-yl)butyl)amino)-2-(3-phenylpentanamido)butanoic acid